5-methyl-6,8-dioxo-5,6,7,8-tetrahydro-1,5-naphthyridine-2,7-dinitrile CN1C=2C=CC(=NC2C(C(C1=O)C#N)=O)C#N